[4-(2-methoxyethoxy)butanamido]acetic acid COCCOCCCC(=O)NCC(=O)O